3-[2-[4-[5-methyl-1-[4-(trifluoromethoxy)phenyl]pyrazol-3-yl]-1-piperidyl]ethyl]-8-oxa-3-azabicyclo[3.2.1]octane CC1=CC(=NN1C1=CC=C(C=C1)OC(F)(F)F)C1CCN(CC1)CCN1CC2CCC(C1)O2